(4-fluorophenyl)-2,4-dimethyl-1H-imidazole-5-carboxylic acid FC1=CC=C(C=C1)N1C(=NC(=C1C(=O)O)C)C